acryloyloxypropylbenzyldiethyl-ammonium iodide [I-].C(C=C)(=O)OCCC[N+](CC)(CC)CC1=CC=CC=C1